ClC1=C(C(=CC=C1Cl)O)[C@@H]1C[C@@H](NCC1)CNC(=O)N |o1:9,11| (2R,4S)-rel-[4-(2,3-dichloro-6-hydroxyphenyl)piperidin-2-yl]methylurea